4-(2-(((R)-((R)-2,3-dihydro-1H-pyrido[2,3-b][1,4]thiazin-3-yl)(phenyl)methyl)amino)ethyl)benzonitrile N1C2=C(S[C@H](C1)[C@@H](C1=CC=CC=C1)NCCC1=CC=C(C#N)C=C1)N=CC=C2